(4-bromopentyl)(4-methoxyphenyl)sulfane BrC(CCCSC1=CC=C(C=C1)OC)C